1-(4-chloropyrimidin-2-yl)-3-(naphthalen-2-yl)urea ClC1=NC(=NC=C1)NC(=O)NC1=CC2=CC=CC=C2C=C1